2,2,2-Trifluoro-N-(2-(1,1,1-trifluoro-2-hydroxypropan-2-yl)benzofuran-3-yl)acetamide FC(C(=O)NC1=C(OC2=C1C=CC=C2)C(C(F)(F)F)(C)O)(F)F